C(CC)N1N=CC=C1N 1-propyl-1H-pyrazol-5-amine